NCC1=CC=C(C=C1)CO (4-(aminomethyl)phenyl)methanol